CC1([C@@H]2CCC([C@@H]([C@]2(CCC1)C)CCC(=CC=O)C)=C)C 5-[(1S,4aS,8aS)-5,5,8a-trimethyl-2-methylene-decalin-1-yl]-3-methyl-pent-2-enal